(S)-7-((4-bromobenzoyl)glycyl)-N-((4-cyanothiophen-2-yl)methyl)-1,4-dioxa-7-azaspiro[4.4]nonane-8-carboxamide BrC1=CC=C(C(=O)NCC(=O)N2CC3(OCCO3)C[C@H]2C(=O)NCC=2SC=C(C2)C#N)C=C1